C(C)N1C(=NN=C1)S 4-Ethyl-1,2,4-triazole-3-thiol